ClC1=C(C=CC=C1)C1=C(C=NC(=C1)OC)S(=O)(=O)N1CCC(CC1)(C(=O)[O-])F 1-[[4-(2-chlorophenyl)-6-methoxy-3-pyridyl]sulfonyl]-4-fluoro-piperidine-4-carboxylate